FC1=C(C(=CC(=C1)NC1CN(C1)CCCF)F)[C@H]1N([C@@H](CC2=C1NC1=CC=C(C=C21)C=C)C)CC(CO)(F)F 3-((1R,3R)-1-(2,6-difluoro-4-((1-(3-fluoropropyl)azetidin-3-yl)amino)phenyl)-3-methyl-6-vinyl-1,3,4,9-tetrahydro-2H-pyrido[3,4-b]indol-2-yl)-2,2-difluoropropan-1-ol